Cl.CC1=CC=C(C=C1)S(=O)(=O)OC1CC(C1)N (1R,3r)-3-(4-methylphenylsulfonyloxy)cyclobutanamine hydrochloride